di-(1-octyl)phenyl-phosphine C(CCCCCCC)P(C1=CC=CC=C1)CCCCCCCC